O1C=C(C=C1)C1=C2C(=NC=C1)NN=C2C=2C=NC=CC2 4-(3-furyl)-3-(3-pyridyl)-1H-pyrazolo[3,4-b]pyridine